(S)-2-(tert-butoxy)-2-(7-(4-chlorophenyl)-2-(3-(3-methoxy-3-methylazetidin-1-yl)-1-methyl-1H-indazol-5-yl)-5-methylbenzo[d]thiazol-6-yl)acetic acid C(C)(C)(C)O[C@H](C(=O)O)C1=C(C2=C(N=C(S2)C=2C=C3C(=NN(C3=CC2)C)N2CC(C2)(C)OC)C=C1C)C1=CC=C(C=C1)Cl